FC(OC=1C=C(C=C(C1C)CN1CCOCC1)NC(OC1=CC=CC=C1)=O)F phenyl (3-(difluoromethoxy)-4-methyl-5-(morpholinomethyl)phenyl)carbamate